ClC1=CC=C(C=C1)C(C)(C#C)C=1N=C(SC1)NC(=O)NCCC#N 1-(4-(2-(4-chlorophenyl)-but-3-yn-2-yl)thiazol-2-yl)-3-(2-cyanoethyl)urea